perfluorooctane FC(C(C(C(C(C(C(C(F)(F)F)(F)F)(F)F)(F)F)(F)F)(F)F)(F)F)(F)F